NC1=CC(=C(C=C1)N1CCN(CC1)C(C)O)C(F)(F)F (4-(4-amino-2-(trifluoromethyl)phenyl)piperazin-1-yl)ethan-1-ol